C(C)(C)(C)OC(=O)N[C@H](C(=O)O)CSC(C1=CC=CC=C1)(C1=CC=CC=C1)C1=CC=CC=C1 (R)-2-(tert-butoxycarbonylamino)-3-(tritylthio)propanoic acid